acrylic acid-Hydroxyethyl Ester OCCOC(C=C)=O